CC(CC=1CCCCN(C1C(=C(C)O)C(C)=O)S(=O)(=O)C1=CC=C(C=C1)C)=C 6-(2-methylallyl)-7-(1-acetyl-2-hydroxy-1-propenyl)-1-p-methylbenzenesulfonyl-2,3,4,5-tetrahydro-1H-azepine